CC=1C=C2C(C=C(OC2=C(C1)C(C)NC1=C(C(=O)O)C=CC=C1)N1C[C@@H](CC1)C1=CC=CC=C1)=O 2-[1-[6-Methyl-4-oxo-2-[(3S)-3-phenylpyrrolidin-1-yl]chromen-8-yl]ethylamino]benzoic acid